(4-methoxypyrimidin-2-yl)hydrazine COC1=NC(=NC=C1)NN